N-[(cis)-4-Hydroxy-1,1-dioxo-1lambda6-thiolan-3-yl]-2-(1-methyl-1H-pyrazol-4-yl)-6-[4-(trifluoromethoxy)phenyl]pyrimidin O[C@@H]1[C@@H](CS(C1)(=O)=O)N1C(N=CC=C1C1=CC=C(C=C1)OC(F)(F)F)C=1C=NN(C1)C